(R and S)-2-(3-(2-(((S)-((S)-5-cyano-1,2,3,4-tetrahydroquinolin-3-yl)(phenyl)methyl)amino)ethyl)phenyl)propanoic acid C(#N)C1=C2C[C@@H](CNC2=CC=C1)[C@@H](C1=CC=CC=C1)NCCC=1C=C(C=CC1)[C@H](C(=O)O)C |&1:28|